Methyl 4-cyclopropyl-2,4-dioxobutanoate C1(CC1)C(CC(C(=O)OC)=O)=O